(Z)-1-(3-(5-(dimethylamino)-2-(trifluoromethyl)phenyl)-4-oxothiazolidin-2-ylidene)-3-(2-methyl-4-(3-(4-(trifluoromethoxy)phenyl)-1H-1,2,4-triazol-1-yl)phenyl)urea CN(C=1C=CC(=C(C1)N1/C(/SCC1=O)=N/C(=O)NC1=C(C=C(C=C1)N1N=C(N=C1)C1=CC=C(C=C1)OC(F)(F)F)C)C(F)(F)F)C